ClC=1C=C(C=C(C1)Cl)C1=CC(=CC(=C1)CN1CCC(CC1)C1CCNCC1)CN1CCC(CC1)C1CCNCC1 ((3',5'-dichloro-[1,1'-biphenyl]-3,5-diyl)bis(methylene))di-4,4'-bipiperidine